FC1=C(C(=O)OC(C)(C)C)C(=CC(=C1F)F)O Tert-butyl 2,3,4-trifluoro-6-hydroxybenzoate